ClC1=NC=C(C(=C1)N1C[C@H](CCC1)NC(OC(C)(C)C)=O)C1=CC=2OCCN(C2N=C1)C tert-butyl N-[(3S)-1-[2-chloro-5-(4-methyl-2,3-dihydropyrido[3,2-b][1,4]oxazin-7-yl)-4-pyridyl]-3-piperidyl]carbamate